5-((S)-1-((S)-2-hydroxy-3-oxo-3-(4-(5-(trifluoromethyl)thiazol-2-yl)piperazin-1-yl)propoxy)propan-2-ylamino)-4-(trifluoromethyl)pyridazin-3(2H)-one O[C@@H](COC[C@H](C)NC1=C(C(NN=C1)=O)C(F)(F)F)C(N1CCN(CC1)C=1SC(=CN1)C(F)(F)F)=O